ethyl 3-(5-bromo-1-methyl-3-nitro-2-oxo-1,2-dihydropyridin-4-yl)-2-carbonylpropionate BrC=1C(=C(C(N(C1)C)=O)[N+](=O)[O-])CC(C(=O)OCC)=C=O